3-((6-(methoxy-d3)pyridin-2-yl)amino)-3-oxopropanoic acid C(OC1=CC=CC(=N1)NC(CC(=O)O)=O)([2H])([2H])[2H]